((2-(2''-chloro-2,2'-dimethyl-4''-(pyrrolidin-1-ylmethyl)-[1,1':3',1''-terphenyl]-3-yl)-6-(difluoromethoxy)benzo[d]oxazol-5-yl)methyl)-L-proline ClC1=C(C=CC(=C1)CN1CCCC1)C=1C(=C(C=CC1)C1=C(C(=CC=C1)C=1OC2=C(N1)C=C(C(=C2)OC(F)F)CN2[C@@H](CCC2)C(=O)O)C)C